1-(4-phenylsulfanylphenyl)-(3-cyclopentyl)-propane-1,2-dione C1(=CC=CC=C1)SC1=CC=C(C=C1)C(C(CC1CCCC1)=O)=O